ClC=1C=C(C2=C(OC(OC2C)(C2C3CN(CC2CC3)C(NC)=O)C)C1)C(=O)O 7-chloro-2,4-dimethyl-2-(3-(methylcarbamoyl)-3-azabicyclo[3.2.1]oct-8-yl)benzo[d][1,3]dioxine-5-carboxylic acid